tert-butyl [(2S)-2-aminopropyl]carbamate N[C@H](CNC(OC(C)(C)C)=O)C